9-(3-hydroxyadamantan-1-yl)-7-methyl-2-((7-methylquinolin-6-yl)amino)-7,9-dihydro-8H-purin-8-one OC12CC3(CC(CC(C1)C3)C2)N2C3=NC(=NC=C3N(C2=O)C)NC=2C=C3C=CC=NC3=CC2C